2-((1R,5S)-3,8-diazabicyclo[3.2.1]oct-3-yl)-6-methyl-N-(5-methyl-1H-pyrazol-3-yl)pyrimidin-4-amine trifluoroacetate FC(C(=O)O)(F)F.[C@H]12CN(C[C@H](CC1)N2)C2=NC(=CC(=N2)NC2=NNC(=C2)C)C